5-cyano-N,N,3,3-tetramethyl-4-oxo-3,4-dihydro[1,1'-biphenyl]-1(2H)-carboxamide C(#N)C=1C(C(CC(C1)(C1=CC=CC=C1)C(=O)N(C)C)(C)C)=O